2-[4-(4-Bromo-1-methyl-1H-pyrazole-3-carbonyl)-piperazin-1-yl]-1-(4-trifluoromethoxy-phenyl)-ethanone BrC=1C(=NN(C1)C)C(=O)N1CCN(CC1)CC(=O)C1=CC=C(C=C1)OC(F)(F)F